3-methyl-1-(3-(5-(trifluoromethyl)-1,2,4-oxadiazol-3-yl)-6,7-dihydrothieno[3,2-c]pyridin-5(4H)-yl)butan-1-one CC(CC(=O)N1CC2=C(CC1)SC=C2C2=NOC(=N2)C(F)(F)F)C